(1S,3R)-N1-(6-chloro-2-(trifluoromethyl)quinolin-4-yl)-N3-(imidazo[1,5-b]pyridazine-5-yl)cyclohexane-1,3-diamine ClC=1C=C2C(=CC(=NC2=CC1)C(F)(F)F)N[C@@H]1C[C@@H](CCC1)NC=1N=CN2N=CC=CC21